NC1=CC(=CC(=N1)NC1(CCCCC1)O)CN1CCOCC1 ((6-amino-4-(morpholinomethyl)pyridin-2-yl)amino)cyclohexan-1-ol